2-Methyl-N-((3-phenyltetrahydrofuran-3-yl)methyl)-5-(trifluoromethyl)pyrazolo[1,5-a]pyrimidin-7-amine CC1=NN2C(N=C(C=C2NCC2(COCC2)C2=CC=CC=C2)C(F)(F)F)=C1